1-(2-((1R,3S,5R)-3-((6-bromo-3-methylpyridin-2-yl)carbamoyl)-5-methyl-2-azabicyclo[3.1.0]hexan-2-yl)-2-oxoethyl)-N-methoxy-5-(2-methylpyrimidin-5-yl)-1H-indazole-3-carboxamide BrC1=CC=C(C(=N1)NC(=O)[C@H]1N([C@@H]2C[C@@]2(C1)C)C(CN1N=C(C2=CC(=CC=C12)C=1C=NC(=NC1)C)C(=O)NOC)=O)C